3-(2,6-difluoro-4-(3-oxoazetidin-1-yl)phenyl)piperidine-2,6-dione FC1=C(C(=CC(=C1)N1CC(C1)=O)F)C1C(NC(CC1)=O)=O